N-[2,5-difluoro-4-(hydroxymethyl)phenyl]-5-phenyl-1H-pyrrole-3-sulfonamide FC1=C(C=C(C(=C1)CO)F)NS(=O)(=O)C1=CNC(=C1)C1=CC=CC=C1